C(CC)(=O)OC1=C(C(=C(C(=C1C)C)CC)C)O (methyl-ethyl-methyl-2-hydroxy-5-methylphenyl) propionate